N(N)C1=C2N=CN(C2=NC=N1)CCC 6-Hydrazino-9-propylpurine